C(CCC)C1=CC=C(C=C1)C=1N=CC2=CC=CC=C2C1 3-(4-n-butylphenyl)isoquinoline